C(#N)C1=CC=C(C=C1)C1=CC=C(C=C1)OCC1(CN(CC1)C(C1=CC=C(C=C1)OC)=O)S(=O)(=O)NS(=O)(=O)C 3-(((4'-cyano-[1,1'-biphenyl]-4-yl)oxy)methyl)-1-(4-methoxybenzoyl)-N-(methylsulfonyl)pyrrolidine-3-sulfonamide